C(C1=CC=CC=C1)OCCCCCCN1N=NC2=C1C=CC(=C2C)C(CC(=O)OCC)C2=CC(=C(C=C2)C)[C@H](C)O ethyl 3-{1-[6-(benzyloxy)hexyl]-4-methyl-1H-benzotriazol-5-yl}-3-{3-[(1S)-1-hydroxyethyl]-4-methylphenyl}propanoate